C(=O)(O)[C@@H](CNC(=O)C1=C(C(=O)O)C=CC=C1)C1=CC=C(C=C1)C (R)-2-((2-carboxy-2-(p-tolyl)ethyl)carbamoyl)benzoic acid